lithium sulfanide [SH-].[Li+]